2'-(ethane-1,2-diylbis(oxy))bis(ethane) 1H-imidazol-3-acetate N1CN(C=C1)CC(=O)O.C(COCC)OCC